C(C)OC(CN1CCC(CC1)OCC1CCN(CC1)C1=NC=C(C=C1)N)=O 2-(4-((1-(5-aminopyridin-2-yl)piperidin-4-yl)methoxy)piperidin-1-yl)acetic acid ethyl ester